OC[C@H](C)NC(=O)C1=NC=C(C=C1)N1CCNCC1 (S)-N-(1-Hydroxypropan-2-yl)-5-(piperazin-1-yl)pyridinamide